trithio-carbonate C([S-])([S-])=S